tert-butyl (S)-(5-bromo-2,3-dihydro-1H-inden-1-yl)carbamate BrC=1C=C2CC[C@@H](C2=CC1)NC(OC(C)(C)C)=O